FC=1C(=CC(=C(C1)OC)CNC1=C(C=CC=C1F)F)[N+](=O)[O-] 5-fluoro-2-[N-(2,6-difluorophenyl)amino]methyl-4-nitroanisole